1-(furan-3-ylmethyl)-1H-imidazole-2-carboxylic acid O1C=C(C=C1)CN1C(=NC=C1)C(=O)O